8-({4-[1-cyclopropyl-4-(trifluoromethyl)imidazol-2-yl]-3-fluoro-5-methoxyphenyl}methyl)-2-(4-cyclopropyl-6-methoxypyrimidin-5-yl)pyrido[2,3-d]pyrimidin-7-one C1(CC1)N1C(=NC(=C1)C(F)(F)F)C1=C(C=C(C=C1OC)CN1C(C=CC2=C1N=C(N=C2)C=2C(=NC=NC2OC)C2CC2)=O)F